S(CCO)CCO 2,2'-thiobis(ethan-1-ol)